CC1=CC=C(C=C1)[S@@](=O)OC1C[C@@H](CCC1C(C)C)C (-)-(1R,2S,5R)-menthyl (S)-p-toluenesulfinate